C(C1=CC=C(C(=O)OCCCCCCC(C)C)C=C1)(=O)OCCCCCCC n-heptyl (isononyl) terephthalate